C1(CC1)C=1SC(=CN1)C=1C=C(C=CC1)N(C(=O)[C@@H]1CC[C@H](CC1)NC(=O)C1CNC1)C[C@@H]1CC[C@H](CC1)C1=CC(=C(C=C1)OC)C N-(trans-4-((3-(2-Cyclopropylthiazol-5-yl)phenyl)((trans-4-(4-methoxy-3-methylphenyl)cyclohexyl)methyl)carbamoyl)-cyclohexyl)azetidine-3-carboxamide